4-(2-((2-(bis(2-hydroxylauryl)amino)ethyl)piperazin-1-yl)ethylureido)docosan-2-ol OC(CN(CCC1N(CCNC1)CCNC(NC(CC(C)O)CCCCCCCCCCCCCCCCCC)=O)CC(CCCCCCCCCC)O)CCCCCCCCCC